C(O)(O)=O.FC(CC=CCC(F)F)F bis(2,2-difluoroethyl) ethylene carbonate